C(C1=CC=CC=C1)OC=1C(=C(C2=CC(=CC=C2C1)C=1CNCC1)F)N1CC(NS1(=O)=O)=O 5-[3-benzyloxy-7-(2,5-dihydro-1H-pyrrol-3-yl)-1-fluoro-2-naphthyl]-1,1-dioxo-1,2,5-thiadiazolidin-3-one